3-(2,3-dihydro-1H-inden-5-ylsulfanyl)-N-hydroxypyridazine-4-carboximidamide C1CCC2=CC(=CC=C12)SC=1N=NC=CC1C(NO)=N